C(C)(C)(C)OC(=O)N1CC(CCC1)COC1=NC=CN=C1C(F)(F)F 3-(((3-(trifluoromethyl)pyrazin-2-yl)oxy)methyl)piperidine-1-carboxylic acid tert-butyl ester